BrC=1C=C(C(=CC1Cl)C1=CC=CC=C1)C1=CC=CC=C1 4'-bromo-5'-chloro-1,1':2',1''-terphenyl